CC(C)(C)[O-].[Li+].[Si](C1=CC=CC=C1)(C1=CC=CC=C1)(C(C)(C)C)O[C@H]1[C@](C[C@]2(CNC(O2)=O)CC1)(C)CN1C=NC2=C1C=C(C=C2)C#N (((5S,7S,8R)-8-((tert-Butyldiphenylsilyl)oxy)-7-methyl-2-oxo-1-oxa-3-azaspiro[4.5]decan-7-yl)methyl)-1H-benzo[d]imidazole-6-carbonitrile Lithium tert-butoxide